3-(4-(3,6-dihydro-2H-pyran-4-yl)-1H-pyrazol-1-yl)pyrazolo[1,5-a]pyrimidine O1CCC(=CC1)C=1C=NN(C1)C=1C=NN2C1N=CC=C2